COC=1C=2N(C=C(C1)C(=O)O)C=C(N2)CC(F)(F)F 8-methoxy-2-(2,2,2-trifluoroethyl)imidazo[1,2-a]pyridine-6-carboxylic acid